FC1=NNC=2C=CC3=C(C12)CCCC(=C3C3=CC=C(C=C3)N3CCC(CC3)CN3CCN(CC3)C=3C=C1CN(C(C1=CC3)=O)[C@@H]3C(NC(CC3)=O)=O)C (S)-3-(5-(4-((1-(4-(1-fluoro-7-methyl-3,8,9,10-tetrahydrocyclohepta[e]indazol-6-yl)phenyl)piperidin-4-yl)methyl)piperazin-1-yl)-1-oxoisoindolin-2-yl)piperidine-2,6-dione